tert-butyl 5-[6-(methylcarbamoyl)pyridin-3-yl]-2,5-diazabicyclo[4.1.0]heptane-2-carboxylate CNC(=O)C1=CC=C(C=N1)N1CCN(C2CC12)C(=O)OC(C)(C)C